ClC1=C(C=C(C=C1)C(C=1NC(=C(N1)C)S(=O)(=O)C)C1COC2=CC=CC=C2C1)F 2-((4-chloro-3-fluorophenyl)(chroman-3-yl)methyl)-4-methyl-5-(methylsulfonyl)-1H-imidazole